C(C)OC(C(C(Br)C1=CC=CC=C1)NS(=O)(=O)C1=CC=C(C=C1)C)=O.ClCC(=O)NC(NC1=C(C=CC(=C1)F)[N+](=O)[O-])=O 2-chloro-N-((5-fluoro-2-nitrophenyl)carbamoyl)acetamide ethyl-3-phenyl-2-(4-methylphenylsulfonamido)-3-bromopropionate